FC(OC1=CC=C(C=C1)/C=C/C(=O)C=1C(OC(=CC1O)C)=O)F 3-[(2E)-3-[4-(difluoromethoxy)phenyl]prop-2-enoyl]-4-hydroxy-6-methyl-2H-pyran-2-one